imidazo[1,2-a]pyrazine-6-sulfonyl chloride N=1C=CN2C1C=NC(=C2)S(=O)(=O)Cl